(5-Hydroxychroman-3-yl)carbamic acid tert-butyl ester C(C)(C)(C)OC(NC1COC2=CC=CC(=C2C1)O)=O